5-chloro-3-(4-hydroxyphenyl)-2-methyl-quinazolin-4(3H)-one ClC1=C2C(N(C(=NC2=CC=C1)C)C1=CC=C(C=C1)O)=O